4-methoxypiperidine-3-carbonitrile COC1C(CNCC1)C#N